2-(4-methyl-3-pentenyl)-6-methyl-9-methacryloyloxy-10-phenoxy-1,4-dihydroanthracene CC(=CCCC=1CC2=C(C3=CC=C(C=C3C(=C2CC1)OC1=CC=CC=C1)C)OC(C(=C)C)=O)C